tryptamine-D-aspartic acid N[C@H](CC(=O)O)C(=O)O.NCCC1=CNC2=CC=CC=C12